C1N(CCC2=CC=CC=C12)C[C@H](CN1C(C2=CC=C(C=C2CC1)NCC1COCC1)=O)O 2-[(2R)-3-(3,4-dihydro-1H-isoquinolin-2-yl)-2-hydroxy-propyl]-6-(tetrahydrofuran-3-ylmethylamino)-3,4-dihydroisoquinolin-1-one